(3S,4S)-4-Benzyloxycarbonylamino-3-(1-pyrimidin-2-yl-cyclopropylcarbamoyl)-piperidine-1-carboxylic acid tert-butyl ester C(C)(C)(C)OC(=O)N1C[C@@H]([C@H](CC1)NC(=O)OCC1=CC=CC=C1)C(NC1(CC1)C1=NC=CC=N1)=O